decylene glycol diacrylate C(C=C)(=O)OCCCCCCCCCCOC(C=C)=O